1-(((1R,4R)-4-(trifluoromethyl)cyclohexyl)methyl)hydrazinecarboxylic acid FC(C1CCC(CC1)CN(N)C(=O)O)(F)F